BrC=1C=C(C=C(C1)Cl)NC(=O)NC1=C(C(=CC=C1)F)CO 1-(3-bromo-5-chlorophenyl)-3-(3-fluoro-2-hydroxymethylphenyl)urea